C[C@@H]1CC[C@H](NC1)C1=CC=C(C=C1)C1=CC=NN1 (2S,5R)-5-methyl-2-[4-(1H-pyrazol-5-yl)phenyl]piperidine